BrC=1C(N(C(=CC1OCC1=C(C=C(C=C1)F)F)C)C1=C(C=CC=C1)C(F)(F)F)=O 3-bromo-4-[(2,4-difluorobenzyl)oxy]-6-methyl-1-[2-(trifluoromethyl)phenyl]pyridin-2(1H)-one